4-(4'-fluoro-[1,1'-biphenyl]-3-yl)piperazine-1-carboxylic acid 1-azabicyclo[3.2.2]non-3-yl ester N12CC(CC(CC1)CC2)OC(=O)N2CCN(CC2)C=2C=C(C=CC2)C2=CC=C(C=C2)F